7-Bromo-3-((3-isopropoxy-3-oxopropyl)amino)benzo[e][1,2,4]triazine-1-oxide BrC1=CC2=C(N=C(N=[N+]2[O-])NCCC(=O)OC(C)C)C=C1